The molecule is a N(6)-acyl-L-lysine having (2R,3R)-3-methyl-3,4-dihydro-2H-pyrrol-2-ylcarbonyl as the N(6)-acyl group. It is a proteinogenic amino acid, a N(6)-acyl-L-lysine and a pyrrolysine. It is a conjugate base of a L-pyrrolysinium. It is a tautomer of a L-pyrrolysine zwitterion. C[C@@H]1CC=N[C@H]1C(=O)NCCCC[C@@H](C(=O)O)N